CN(CCCC(=O)NCCCCCCCCCCCCCCCCCC)C 4-dimethylaminobutyrylstearylamine